FC=1C=C(C=C(C1)C(F)(F)F)CN1CC(CC1)C1=C(C=NN1C)C(=O)NC1=CN=NC=C1 5-[1-[[3-fluoro-5-(trifluoromethyl)phenyl]methyl]pyrrolidin-3-yl]-1-methyl-N-pyridazin-4-yl-pyrazole-4-carboxamide